FC(C=1C(=C(C=CC1)[C@@H](C)NC1=C2C(=C(N=N1)C)N=CC(=C2)N2C[C@H]([C@H](C2)OC)OC)F)F N-((R)-1-(3-(difluoromethyl)-2-fluorophenyl)ethyl)-3-((3R,4S)-3,4-dimethoxypyrrolidin-1-yl)-8-methylpyrido[2,3-d]pyridazin-5-amine